C(C)C1=NC(=C(C(=C1C1=CC=CC=C1)C(=O)[O-])C(=O)OCC1=CC=CC=C1)C Benzyl 2-Ethylcarboxylato-6-methyl-3-phenylpyridine-5-carboxylate